4-(3-benzyloxycyclobutoxy)pyridine C(C1=CC=CC=C1)OC1CC(C1)OC1=CC=NC=C1